6-chloro-N-ethoxy-4-((4-Methoxy-2-(N-methylmethanesulfonamido)phenyl)amino)nicotinamide ClC1=NC=C(C(=O)NOCC)C(=C1)NC1=C(C=C(C=C1)OC)N(S(=O)(=O)C)C